ClC1=C(C=C(C(=C1)F)F)O 2-chloro-4,5-difluorophenol